FC=1C=NN2C1C(=CC(=C2)C=2N=NN(C2C)[C@H]2[C@H](CN(CC2)C#N)C)O[C@H](CO)C2=NC=C(C=C2)F (3S,4R)-4-[4-[3-Fluoro-4-[(1S)-1-(5-fluoro-2-pyridyl)-2-hydroxy-ethoxy]pyrazolo[1,5-a]pyridin-6-yl]-5-methyl-triazol-1-yl]-3-methyl-piperidine-1-carbonitrile